behenamidopropyl-2,3-dihydroxypropyldimethyl-ammonium chloride [Cl-].C(CCCCCCCCCCCCCCCCCCCCC)(=O)NCCC[N+](C)(C)CC(CO)O